(1-vinylethoxymethyl)amine C(=C)C(C)OCN